(2R,5R)-5-(methoxymethyl)-2-methyl-4-(4-methyl-5-oxo-2-(tetrahydro-2H-pyran-2-yl)-4,5-dihydro-2H-pyrazolo[4,3-b]pyridin-7-yl)piperazine-1-carboxylic acid tert-butyl ester C(C)(C)(C)OC(=O)N1[C@@H](CN([C@H](C1)COC)C=1C=2C(N(C(C1)=O)C)=CN(N2)C2OCCCC2)C